CC1=CC(=C(N)C=C1C)OC(F)(F)F 4,5-DIMETHYL-2-(TRIFLUOROMETHOXY)ANILINE